N2-tert-butyloxycarbonyl-L-lysine tert-butyl ester C(C)(C)(C)OC([C@@H](NC(=O)OC(C)(C)C)CCCCN)=O